ClC1=C(C(=O)N)C=C(C(=N1)Cl)F 2,6-dichloro-5-fluoronicotinic acid amide